C(C)OC1=C(C=C(C=C1)S(=O)(=O)N1CCN(CC1)CC)C1=NN2C(C(N1)=O)=C(N=C2CCC)C 2-[2-ethoxy-5-(4-ethylpiperazine-1-sulfonyl)phenyl]-5-methyl-7-propyl-3H-imidazo[5,1-f][1,2,4]triazin-4-one